3-(fluorenylmethoxycarbonyl-amino)propanamide C1(=CC=CC=2C3=CC=CC=C3CC12)COC(=O)NCCC(=O)N